[(2S)-4-(6-chloro-4-methyl-pyridazin-3-yl)morpholin-2-yl]methanol ClC1=CC(=C(N=N1)N1C[C@H](OCC1)CO)C